C(C)C1C(C=C(O1)C)=O 5-ethyl-2-methyl-4-furanone